ClC=1C=C(C=C(C1)F)NC(=O)NC1=CC(=CC=C1)OC 1-(3-chloro-5-fluorophenyl)-3-(3-methoxyphenyl)urea